2-[[4-(1,8-diazaspiro[5.5]undec-8-yl)-3-isothiazol-3-yl-pyrrolo[2,3-b]pyridin-1-yl]methoxy]ethyl-trimethyl-silane N1CCCCC12CN(CCC2)C2=C1C(=NC=C2)N(C=C1C1=NSC=C1)COCC[Si](C)(C)C